NC=1N=C(SC1C(C1=CC=C(C=C1)OCC(=O)N(C)CC=1OC=CC1)=O)N(C1=CC=C(C=C1)F)C(C(=O)N)C (N-[4-amino-5-[4-[2-[2-furylmethyl(methyl)amino]-2-oxo-ethoxy]benzoyl]thiazol-2-yl]-4-fluoro-anilino)propanamide